1-(3-methylbenzyl)cyclopropane-1-amine CC=1C=C(CC2(CC2)N)C=CC1